N-octadecenyl-3,5-dihydroxypyridin-4-one C(=CCCCCCCCCCCCCCCCC)N1C=C(C(C(=C1)O)=O)O